2-(4-(1-ethoxyvinyl)-2-fluorophenyl)pyrrolidine-1-carboxylic acid tert-butyl ester C(C)(C)(C)OC(=O)N1C(CCC1)C1=C(C=C(C=C1)C(=C)OCC)F